BrC1=C(C=C2C(=C(C=NC2=C1F)C#N)N1CCN(CC1)C(=O)OC(C)(C)C)Cl tert-Butyl 4-(7-bromo-6-chloro-3-cyano-8-fluoroquinolin-4-yl)piperazine-1-carboxylate